(E)-4-(2-(4-(azetidin-1-yl)but-2-enoyl)-2,6-diazaspiro[3.4]octan-6-yl)-6-(5-methyl-1H-indazol-4-yl)-2-morpholinopyrimidine-5-carbonitrile N1(CCC1)C/C=C/C(=O)N1CC2(C1)CN(CC2)C2=NC(=NC(=C2C#N)C2=C1C=NNC1=CC=C2C)N2CCOCC2